tert-Butyl 7-(3-isopropylphenyl)-7-methoxy-2-azaspiro[3.5]nonane-2-carboxylate C(C)(C)C=1C=C(C=CC1)C1(CCC2(CN(C2)C(=O)OC(C)(C)C)CC1)OC